(3-(2-(2-(4-(2-(5-amino-8-methylbenzo[f][1,7]naphthyridin-2-yl)ethyl)-3-methylphenoxy)ethoxy)ethoxy)-1,1-difluoropropyl)phosphonic acid NC1=NC2=C(C=3C=C(C=NC13)CCC1=C(C=C(OCCOCCOCCC(F)(F)P(O)(O)=O)C=C1)C)C=CC(=C2)C